N-[3-[2-chloro-6-(morpholin-4-yl)pyridin-4-yl]-4-methylphenyl]-2-(trifluoromethyl)pyridine-4-carboxamide ClC1=NC(=CC(=C1)C=1C=C(C=CC1C)NC(=O)C1=CC(=NC=C1)C(F)(F)F)N1CCOCC1